1-[5-chloro-3-(4-chlorophenyl)-2-(6-cyano-3-pyridyl)pyrazolo[1,5-a]pyrimidin-7-yl]-4-ethoxy-piperidine-4-carboxamide ClC1=NC=2N(C(=C1)N1CCC(CC1)(C(=O)N)OCC)N=C(C2C2=CC=C(C=C2)Cl)C=2C=NC(=CC2)C#N